1-(4-(2,3-Dimethylphenyl)piperidin-1-yl)-2-(3-((3S,4S)-3-fluoro-4-hydroxypiperidin-1-carbonyl)-4,5,6,7-tetrahydro-1H-indazol-1-yl)ethanon CC1=C(C=CC=C1C)C1CCN(CC1)C(CN1N=C(C=2CCCCC12)C(=O)N1C[C@@H]([C@H](CC1)O)F)=O